dibromo-naphtho[2,3-c][1,2,5]selenadiazole BrC=1C2=C(C=3C(=N[Se]N3)C=C2C=CC1)Br